(3S)-3-(2-(5-(2-(azetidin-1-yl)ethyl)-2-oxo-4-(trifluoromethyl)pyridin-1(2H)-yl)-4-methylpentanamido)-3-(2',4-difluoro-4',5,6'-trimethylbiphenyl-3-yl)propanoic acid N1(CCC1)CCC=1C(=CC(N(C1)C(C(=O)N[C@@H](CC(=O)O)C=1C=C(C=C(C1F)C)C1=C(C=C(C=C1C)C)F)CC(C)C)=O)C(F)(F)F